C(C1=CC=CC=C1)OC1=CC=C(C[C@H](N)C(=O)O)C=C1 O-benzyl-tyrosine